11-oxododecanoic acid O=C(CCCCCCCCCC(=O)O)C